7-(1-(2-fluoro-4-methylpyridin-3-yl)piperidin-4-yl)-5-((3-(trifluoromethyl)pyridin-2-yl)methyl)pyrido[2,3-b]pyrazin-6(5H)-one FC1=NC=CC(=C1N1CCC(CC1)C1=CC=2C(=NC=CN2)N(C1=O)CC1=NC=CC=C1C(F)(F)F)C